2-(2-(dimethylamino)ethoxy)-3-nitro-N-phenylaniline CN(CCOC1=C(NC2=CC=CC=C2)C=CC=C1[N+](=O)[O-])C